FC(C)(F)C1=NC=C(C(=N1)C)S(=O)(=O)N1CC2(C1)CN(C2)CC2CC1(COC1)C2 2-[2-(1,1-difluoroethyl)-4-methylpyrimidin-5-yl]sulfonyl-6-(2-oxaspiro[3.3]heptan-6-ylmethyl)-2,6-diazaspiro[3.3]heptane